N-[(3S,4S)-1-methyl-3-methyl-4-piperidyl]-6-[3-(1-methyl-4-imidazolylcarbonylamino)-1-propynyl]-1-(2,2,2-trifluoroethyl)-1H-1,3-benzimidazole-4-carboxamide CN1C[C@@H]([C@H](CC1)NC(=O)C1=CC(=CC=2N(C=NC21)CC(F)(F)F)C#CCNC(=O)C=2N=CN(C2)C)C